BrC1=CC=CC(=N1)OCC1=C(C=C(C#N)C=C1)CCCO 4-[(6-bromo-2-pyridyl)oxymethyl]-3-(3-hydroxypropyl)benzonitrile